1-octyl-3-(trimethoxysilylpropyl)imidazolium iodide [I-].C(CCCCCCC)N1C=[N+](C=C1)CCC[Si](OC)(OC)OC